ClC1=C(C=C(OC2=C(C=C(COC3=NC(N(C(=C3)C)C)=O)C=C2F)F)C=C1)C(F)(F)F 4-((4-(4-chloro-3-(trifluoromethyl)phenoxy)-3,5-difluorobenzyl)oxy)-1,6-dimethylpyrimidin-2(1H)-one